BrC1=C(C=C(C=C1)[C@@H](C)N)Cl (R)-1-(4-bromo-3-chlorophenyl)ethylamine